N-(4-((3S,4R)-3-fluoro-4-methoxypiperidin-1-yl)-1,3,5-triazin-2-yl)-5-isopropyl-8-(3-((methanesulfonyl)methyl)azetidin-1-yl)-2,7-naphthyridin-3-amine F[C@H]1CN(CC[C@H]1OC)C1=NC(=NC=N1)NC=1N=CC2=C(N=CC(=C2C1)C(C)C)N1CC(C1)CS(=O)(=O)C